5-chloro-N-[(1S)-3-(cyclopropylamino)-1-[[(3S,5R)-5-methyl-2-oxo-pyrrolidin-3-yl]methyl]-2,3-dioxo-propyl]-2-[[1-(trifluoromethyl)cyclopropanecarbonyl]amino]pyridine-3-carboxamide ClC=1C=C(C(=NC1)NC(=O)C1(CC1)C(F)(F)F)C(=O)N[C@H](C(C(=O)NC1CC1)=O)C[C@H]1C(N[C@@H](C1)C)=O